C(C1=CC=CC=C1)N(C1CCC(CC1)(OC)C(F)F)CC1=CC=CC=C1 N,N-dibenzyl-4-(difluoromethyl)-4-methoxycyclohexane-1-amine